6-[18F]fluoro-6-deoxy-D-fructose [18F]C[C@H]([C@H]([C@@H](C(CO)=O)O)O)O